3',6'-dihydro-3,4-bipyridine-1'(2'H)-carboxylate N1=CC(=CC=C1)C=1CCN(CC1)C(=O)[O-]